O[C@H]1C[C@H](C1)C(=O)N1CC(C1)N1N=CC(=C1)C=1N=C(C=2N(C1)N=CC2)C=2C=NN(C2)C(CC)CC (cis-3-hydroxycyclobutyl)(3-(4-(4-(1-(pentan-3-yl)-1H-pyrazol-4-yl)pyrazolo[1,5-a]pyrazin-6-yl)-1H-pyrazol-1-yl)azetidin-1-yl)methanone